(4-(3-(4-(trifluoromethoxy)phenyl)ureido)phenethyl)carbamic acid tert-butyl ester C(C)(C)(C)OC(NCCC1=CC=C(C=C1)NC(=O)NC1=CC=C(C=C1)OC(F)(F)F)=O